(S)-N-benzyl-N-(1,1-difluoro-3-hydroxypropan-2-yl)-2-(methylamino)acetamide C(C1=CC=CC=C1)N(C(CNC)=O)[C@H](C(F)F)CO